ClC1=C(C=CC=C1C1=CC(=CC=C1)Cl)[C@]1(N/C(/N(C(C1)=O)[C@H]1C[C@H](C(CC1)(F)F)O)=N\C(OC(C)(C)C)=O)C |o1:21,23| tert-Butyl (NE)-N-{(4S)-4-[2-chloro-3-(3-chlorophenyl)phenyl]-1-[(1R*,3R*)-4,4-difluoro-3-hydroxycyclohexyl]-4-methyl-6-oxohexahydropyrimidin-2-ylidene}carbamate